O=C1C(=CN=C(N1CC(=O)N)C1=CC=C(C=C1)S(F)(F)(F)(F)F)NCCCC1=CC=CC=C1 2-(6-oxo-2-(4-(pentafluoro-λ6-sulfanyl)phenyl)-5-((3-phenylpropyl)amino)pyrimidin-1(6H)-yl)acetamide